tert-butyl(3-fluoro-2-formylpyridin-4-yl) carbamate C(N)(OC1=C(C(=NC=C1C(C)(C)C)C=O)F)=O